tert-butyl-dimethyl-[2-[2-[3-[4-(4,4,5,5-tetramethyl-1,3,2-dioxaborolan-2-yl)-6-(trifluoromethyl)-2-pyridyl]propoxy]ethoxy]ethoxy]silane C(C)(C)(C)[Si](OCCOCCOCCCC1=NC(=CC(=C1)B1OC(C(O1)(C)C)(C)C)C(F)(F)F)(C)C